CN1C(=NN=C1)S[C@@H](C)C=1C=C(C=CC1)NC(C1=CC(=CC=C1)NC)=O (S)-N-(3-(1-((4-Methyl-4H-1,2,4-triazol-3-yl)thio)ethyl)phenyl)-3-(methylamino)benzamide